2-[(dimethylamino)methyl]-1,3-propanediol CN(C)CC(CO)CO